C12(CC(C1)C2)N2[C@@H](C=1NC3=CC=CC=C3C1C[C@H]2C)C=2C=NC(=CC2)O[C@H]2CN(CC2)CCCF (1R,3R)-2-(bicyclo[1.1.1]pentan-1-yl)-1-(6-(((R)-1-(3-fluoropropyl)pyrrolidin-3-yl)oxy)pyridin-3-yl)-3-methyl-2,3,4,9-tetrahydro-1H-pyrido[3,4-b]indole